N[C@@H](CCS(=O)(=O)O)CS (S)-3-amino-4-mercapto-butylsulfonic acid